C(C1=CC=CC=C1)[Sn]CC1=CC=CC=C1 Dibenzyltin